ClC=1C=C(C=CC1F)C(C=1NC(=C(N1)S(=O)(=O)C)C)OCC1=CC(=CC=C1)F 2-((3-chloro-4-fluorophenyl)((3-fluorobenzyl)oxy)methyl)-5-methyl-4-(methylsulfonyl)-1H-imidazole